6-amino-N-(1-(difluoromethyl)-1H-pyrazol-3-yl)nicotinamide trifluoroacetate FC(C(=O)O)(F)F.NC1=NC=C(C(=O)NC2=NN(C=C2)C(F)F)C=C1